FC1(CCC(C(C1)O)(OC)OC)F 5,5-difluoro-2,2-dimethoxycyclohexan-1-ol